N1(N=CC=C1)C1=C(C=CC=C1)C1=NC(=NO1)[C@@H]1CC12CCN(CC2)S(=O)(=O)N (1R)-1-{5-[2-(1H-pyrazol-1-yl)phenyl]-1,2,4-oxadiazol-3-yl}-6-azaspiro[2.5]octane-6-sulfonamide